5-bromo-4-fluoro-1-[(3-methyloxetan-3-yl)methyl]Indazole BrC=1C(=C2C=NN(C2=CC1)CC1(COC1)C)F